2-(benzothiazol-2-yl)pyridine S1C(=NC2=C1C=CC=C2)C2=NC=CC=C2